CNC=1N=C(C(=NC1C=1C2=C(C=NC1)N(C=N2)C)C(=O)N)NC2=CC=C(C=C2)N2CCOCC2 5-(Methylamino)-6-(3-methylimidazo[4,5-c]pyridin-7-yl)-3-(4-morpholinoanilino)pyrazine-2-carboxamide